2-hydroxy-3-{[1-({2-hydroxy-5-methyl-3-[(2,3,4,5,6-pentahydroxyhexyl)carbamoyl]phenyl}methyl)-1,4,8-triazacycloundec-8-yl]methyl}-5-methyl-N-(2,3,4,5,6-pentahydroxyhexyl)benzamide OC1=C(C(=O)NCC(C(C(C(CO)O)O)O)O)C=C(C=C1CN1CCCNCCN(CCC1)CC1=C(C(=CC(=C1)C)C(NCC(C(C(C(CO)O)O)O)O)=O)O)C